NC(C(C)(C)S(=O)(=O)C1(CC1)CN1C(C=2N(CC1)C(=NC2)C(=O)NCC2=CC=C(C=C2)Cl)=O)CO 7-((1-((3-Amino-4-hydroxy-2-methylbutan-2-yl)sulfonyl)cyclopropyl)methyl)-N-(4-chlorobenzyl)-8-oxo-5,6,7,8-tetrahydroimidazo[1,5-a]pyrazine-3-carboxamide